N-(6-CHLORO-3-FORMYL-PYRIDIN-2-YL)-2,2-DIMETHYL-PROPIONAMIDE ClC1=CC=C(C(=N1)NC(C(C)(C)C)=O)C=O